NC1=C2C(=NC=N1)N(N=C2C2=CC=C(C=C2)OC2=CC=CC=C2)C2CCN(CC2)CC2=CC(=C(C=C2)NC2C(NC(CC2)=O)=O)F 3-((4-((4-(4-amino-3-(4-phenoxyphenyl)-1H-pyrazolo[3,4-d]pyrimidin-1-yl)piperidin-1-yl)methyl)-2-fluorophenyl)amino)piperidine-2,6-dione